4,N4'-bis(dibenzo[b,d]thiophen-2-yl)-N4,N4'-bis(4'-methyl-[1,1'-biphenyl]-4-yl)-[1,1'-biphenyl]-4,4'-diamine C1=C(C=CC=2SC3=C(C21)C=CC=C3)C3(CC=C(C=C3)C3=CC=C(C=C3)N(C3=CC=C(C=C3)C3=CC=C(C=C3)C)C3=CC2=C(SC1=C2C=CC=C1)C=C3)NC3=CC=C(C=C3)C3=CC=C(C=C3)C